2-(3,4-dichloro-5-fluoro-1H-indole-2-carbonyl)hexahydro-2H,6H-pyrazino[1,2-c][1,3]oxazin-6-one ClC1=C(NC2=CC=C(C(=C12)Cl)F)C(=O)N1CC2N(C(OCC2)=O)CC1